(R)-1-(4-((4-((2-fluoro-4-((2-(3-methylmorpholino)pyridin-4-yl)oxy)phenyl)amino)-7-methoxyquinazolin-6-yl)amino)piperidin-1-yl)prop-2-en-1-one FC1=C(C=CC(=C1)OC1=CC(=NC=C1)N1[C@@H](COCC1)C)NC1=NC=NC2=CC(=C(C=C12)NC1CCN(CC1)C(C=C)=O)OC